1-(2-aminophenyl)-3-methylenepyrrolidine-2,5-dione NC1=C(C=CC=C1)N1C(C(CC1=O)=C)=O